C(C=C)OC1=CC=C(C=NC2=NNC=N2)C=C1 N-(4-(allyloxy)benzylidene)-1H-1,2,4-triazol-3-amine